17-Hydroxy-heptadecanoic acid OCCCCCCCCCCCCCCCCC(=O)O